(R)-6,7-dimethoxy-2-(8-(piperidin-1-yl)octyl)-N-(1-(3-(trifluoromethyl)phenyl)-ethyl)quinazolin-4-amine COC=1C=C2C(=NC(=NC2=CC1OC)CCCCCCCCN1CCCCC1)N[C@H](C)C1=CC(=CC=C1)C(F)(F)F